N3-methyl-N5-((1r,2r)-2-methylcyclopropyl)-2-oxo-1,2-dihydropyridine-3,5-dicarboxamide CNC(=O)C=1C(NC=C(C1)C(=O)N[C@H]1[C@@H](C1)C)=O